CNC(C1=C(C=CC=C1)SC1=CC=C2C(=NNC2=C1)\C=C\C1=NC=C(C=C1)OCCN1CCOCC1)=O N-methyl-2-({3-[(E)-2-{5-[2-(morpholin-4-yl)ethoxy]pyridin-2-yl}vinyl]-1H-indazol-6-yl}thio)benzamide